FC[C@H]1[C@H](C1)C(=O)NC=1N=CC2=C(N=CC(=C2C1)C#CC1=NC=C(C=C1)OC)NC (1s,2r)-2-(fluoromethyl)-N-(5-((5-methoxypyridin-2-yl)ethynyl)-8-(methylamino)-2,7-naphthyridin-3-yl)cyclopropane-1-carboxamide